COC1=C(C=C2C(=CC=NC2=C1)OC1=CC=C(C=C1)C(C1=CC(=CC=C1)C)=O)C(=O)N 7-methoxy-4-(4-(3-methylbenzoyl)phenoxy)quinoline-6-carboxamide